2-amino-2-(2'-bromo-[1,1'-biphenyl]-4-yl)acetic acid NC(C(=O)O)C1=CC=C(C=C1)C1=C(C=CC=C1)Br